[({[(2R,3R,4S,5R)-5-[4-(benzylamino)imidazo[2,1-f][1,2,4]triazin-7-yl]-4-fluoro-3-hydroxyoxolan-2-yl]methoxy}(hydroxy)phosphoryl)methyl]phosphonic Acid C(C1=CC=CC=C1)NC1=NC=NN2C1=NC=C2[C@@H]2[C@H]([C@@H]([C@H](O2)COP(=O)(O)CP(O)(O)=O)O)F